FC(C=1C=C(C=CC1)CCCC(=O)O)F 4-(3-(difluoromethyl)phenyl)butanoic acid